NC1=CC=CC(=N1)N(CCC#N)C 3-((6-Aminopyridin-2-yl)(methyl)amino)propanenitrile